16-fluoro-5-[5-methyl-2,5-diazabicyclo[2.2.1]heptan-2-yl]-7,11-dioxa-19,22,23-triazapentacyclo[16.5.2.12,6.012,17.021,24]hexacosa-1(23),2,4,6(26),12(17),13,15,18,20,24-decaene FC1=CC=CC=2OCCCOC=3C(=CC=C(C4=NNC5=CN=C(C12)C=C45)C3)N3C4CN(C(C3)C4)C